NC=1C=CC(=C(C(=O)N[C@H](C)C2=CC=CC3=CC=CC=C23)C1)N(C)C (R)-5-amino-2-(dimethylamino)-N-(1-(naphthalen-1-yl)ethyl)benzamide